4-(2-Amino-2-methylpropanoyl)-N-(1-(4-(2-(((1R,3S)-3-aminocyclopentyl)amino)propyl)phenyl)-2-oxo-1,2-dihydropyrimidin-4-yl)piperazine-1-carboxamide hydrochloride salt Cl.NC(C(=O)N1CCN(CC1)C(=O)NC1=NC(N(C=C1)C1=CC=C(C=C1)CC(C)N[C@H]1C[C@H](CC1)N)=O)(C)C